2-phenyl-2H-pyrazolo[4,3-d]pyrimidin-7(6H)-one C1(=CC=CC=C1)N1N=C2C(N=CNC2=O)=C1